methyl 2-(3-((6-(((S)-1-(3-(tert-butyl)phenyl)ethyl)carbamoyl)-1,2-dimethyl-1H-indol-3-yl)methyl) phenoxy)-3,3,3-trifluoropropanoate C(C)(C)(C)C=1C=C(C=CC1)[C@H](C)NC(=O)C1=CC=C2C(=C(N(C2=C1)C)C)CC=1C=C(OC(C(=O)OC)C(F)(F)F)C=CC1